NC1=CC(=C(C=N1)C(=O)NC1(CC2CCC(C1)N2C2(CC=CC=C2)C)CO)NC(CO)C2=CC=CC=C2 6-amino-4-[(2-hydroxy-1-phenylethyl)amino]-N-[3-(hydroxymethyl)-8-(1-methylphenyl)-8-azabicyclo[3.2.1]octan-3-yl]pyridine-3-carboxamide